3-[3,5-difluoro-4-[(1-methyl-4-piperidinyl)oxy]anilino]-5-(methylamino)-6-(3-methylimidazo[4,5-c]pyridin-7-yl)pyrazine-2-carboxamide FC=1C=C(NC=2C(=NC(=C(N2)NC)C=2C3=C(C=NC2)N(C=N3)C)C(=O)N)C=C(C1OC1CCN(CC1)C)F